ClC=1C=C2C(=NC=NC2=C(C1)C(F)(F)F)N[C@@H](C)C1=NC=NN1C1=CC(=NC=N1)C(=O)NOC 6-[5-[(1S)-1-[[6-chloro-8-(trifluoromethyl)quinazolin-4-yl]amino]ethyl]-1,2,4-triazol-1-yl]-N-methoxy-pyrimidine-4-carboxamide